racemic-trans-4-amino-3-methylpiperidine-1-carboxylic acid tert-butyl ester C(C)(C)(C)OC(=O)N1C[C@H]([C@@H](CC1)N)C |r|